(2R)-2-Amino-1-[2-{(2E)-2-[(3-methylphenyl)methylidene]hydrazinyl}-4-(morpholin-4-yl)-5,7-dihydro-6H-pyrrolo[3,4-d]pyrimidin-6-yl]-2-(oxetan-3-yl)ethan-1-one N[C@@H](C(=O)N1CC=2N=C(N=C(C2C1)N1CCOCC1)N/N=C/C1=CC(=CC=C1)C)C1COC1